NC(C(=O)OCC)C1=NC=C(N=C1)Br ethyl 2-amino-2-(5-bromopyrazin-2-yl)acetate